BrC=1C(=NC(=NC1)NC1=CC=C(C=C1)N1CCNCC1)NC1=CC(=C(C=C1)Cl)OC 5-Bromo-N4-[4-chloro-3-methoxyphenyl]-N2-[4-(piperazin-1-yl)phenyl]pyrimidine-2,4-diamine